(1R,3S,5R)-5-((((Benzyloxy)carbonyl)(2,2-dimethylhex-5-en-1-yl)amino)methyl)-2-(tert-butoxycarbonyl)-2-azabicyclo[3.1.0]hexane C(C1=CC=CC=C1)OC(=O)N(CC(CCC=C)(C)C)C[C@@]12CCN([C@@H]2C1)C(=O)OC(C)(C)C